15,18-Dihydroxy-tetracos-20-enoic acid OC(CCCCCCCCCCCCCC(=O)O)CCC(CC=CCCC)O